N-(3-fluorophenyl)-N-methylacetamide FC=1C=C(C=CC1)N(C(C)=O)C